(3-nitro-4-(((tetrahydro-2H-pyran-4-yl)methyl)amino)phenyl)sulfon [N+](=O)([O-])C=1C=C(C=CC1NCC1CCOCC1)S(=O)(=O)C1=CC(=C(C=C1)NCC1CCOCC1)[N+](=O)[O-]